CN(C)CC1=C(C=CC(=N1)NN1C(C2=CC=CC(=C2C1)C1=CN=C2N1C=CC(=C2)F)=O)[C@@H]2C[C@@H](CC2)O ((6-((dimethylamino)methyl)-5-((1S,3R)-3-hydroxycyclopentyl)pyridin-2-yl)amino)-4-(7-fluoroimidazo[1,2-a]pyridin-3-yl)isoindolin-1-one